6-benzyl-8,8-difluoro-5-methyl-5,8-dihydro-1,6-naphthyridin-7(6H)-one C(C1=CC=CC=C1)N1C(C=2C=CC=NC2C(C1=O)(F)F)C